CC1=NC(=CC(=C1)C=1NC2=CC=C(C=C2C1C(C)C)C1=CCC2(OCCO2)CC1)C 2-(2,6-dimethylpyridin-4-yl)-3-isopropyl-5-(1,4-dioxaspiro[4.5]dec-7-en-8-yl)-1H-indole